OC1=C(C=CC(=C1)O)C(CNC(=O)[C@]1([C@@H](CC[C@H](C1)C)C(C)C)O)=O (1S,2S,5R)-N-(2-(2,4-dihydroxyphenyl)-2-oxoethyl)-1-hydroxy-2-isopropyl-5-methylcyclohexane-1-carboxamide